2-(3,5-dichlorophenyl)-6-((2-(methylthio)pyrimidin-5-yl)amino)isonicotinic acid methyl ester COC(C1=CC(=NC(=C1)NC=1C=NC(=NC1)SC)C1=CC(=CC(=C1)Cl)Cl)=O